ClC=1N=C(C(=NC1)C1=C(C(=CC=C1)Cl)Cl)C chloro-2-(2,3-dichlorophenyl)-3-methylpyrazine